2,3-difluoro-6-trifluoromethylbenzonitrile FC1=C(C#N)C(=CC=C1F)C(F)(F)F